NC1=NN2C(N=C(C=C2)C)=C1C(=O)O 2-amino-5-methylpyrazolo[1,5-a]pyrimidine-3-carboxylic acid